C(#N)C1=CC=C(S1)S(=O)(=O)N([C@@H](C(F)(F)F)C1=CC=C(C=C1)F)C (R)-5-cyano-N-methyl-N-(2,2,2-trifluoro-1-(4-fluorophenyl)ethyl)thiophene-2-sulfonamide